4-{[3-(4-{[(3R,4S)-3-fluoropiperidin-4-yl]amino}-1-(2,2,2-trifluoroethyl)-1H-indol-2-yl)prop-2-yn-1-yl]amino}-3-methoxybenzoic acid F[C@@H]1CNCC[C@@H]1NC1=C2C=C(N(C2=CC=C1)CC(F)(F)F)C#CCNC1=C(C=C(C(=O)O)C=C1)OC